CN1C(N(C2=C1C=C(C=C2)N2C[C@H](N(CC2)CCCNC)C)C2C(NC(CC2)=O)=O)=O 3-{3-methyl-5-[(3R)-3-methyl-4-[3-(methylamino)propyl]piperazin-1-yl]-2-oxo-1,3-benzodiazol-1-yl}piperidine-2,6-dione